C(C)(C)(C)[Si](OCC\C=C\B1OC(C(O1)(C)C)(C)C)(C)C tert-butyldimethyl-{[(3E)-4-(4,4,5,5-tetramethyl-1,3,2-dioxaborolan-2-yl)but-3-en-1-yl]oxy}silane